C(C#CC)OC=1C=C(/C=C/N2C(=CC(C=C2C)=O)C)C=CC1OC (E)-1-(3-(but-2-yn-1-yloxy)-4-methoxystyryl)-2,6-dimethylpyridin-4(1H)-one